C(#C)C1=CC(=NC=2N=C(N=CC21)NC2=CC=C(C=C2)N2CCN(CC2)C)N2C(N(CC2C(C)C)C)=O 3-(5-Ethynyl-2-{[4-(4-methylpiperazin-1-yl)phenyl]amino}pyrido[2,3-d]pyrimidin-7-yl)-4-isopropyl-1-methylimidazolidin-2-one